C(C)N(C1=C(C=CC(=C1)NCC1=CC=C(C=C1)C(F)(F)F)NC([C@@H]([C@H](CCCC)F)F)=O)CC (2S,3S)-N-(2-(diethylamino)-4-((4-(trifluoromethyl)benzyl)amino)phenyl)-2,3-difluoroheptanamide